5-fluoro-4-hydrazinopyrimidin-2(1H)-one FC=1C(=NC(NC1)=O)NN